CC(=CC(C)=O)CCC=C(C)C 4,8-dimethyl-3,7-nonadien-2-one